COC1=CC=C(C=C1)\C=C\C(CC)=O (E)-1-(4-Methoxyphenyl)pent-1-en-3-one